(Z)-13-(heptadec-8-en-1-yl)-3-(2-hydroxyethyl)-11,11,17,21,25,29-hexamethyl-10,12,14-trioxa-3-aza-11-silatriacontan-1-ol C(CCCCCC\C=C/CCCCCCCC)C(O[Si](OCCCCCCN(CCO)CCO)(C)C)OCCC(CCCC(CCCC(CCCC(C)C)C)C)C